1-ethyl-7-methylsulfonyl-4H-pyrimido[4,5-d][1,3]oxazin-2-one C(C)N1C(OCC2=C1N=C(N=C2)S(=O)(=O)C)=O